C(C)(=O)OCCCCCCCCCCC 11-Acetoxyundecane